O1C=C(C2=C1C=CC=C2)CNCC(=O)O 2-[(benzofuran-3-ylmethyl)amino]acetic acid